tert-butyl (S)-7-(3-ethoxy-1-(4-methyl-1-(3-(piperidin-4-ylmethoxy)propyl)-1H-benzo[d][1,2,3]triazol-5-yl)-3-oxopropyl)-3,4-dihydroisoquinoline-2(1H)-carboxylate C(C)OC(C[C@H](C1=C(C2=C(N(N=N2)CCCOCC2CCNCC2)C=C1)C)C1=CC=C2CCN(CC2=C1)C(=O)OC(C)(C)C)=O